C(CC)OC=1C=CC(=NC1)C#N 5-propoxypicolinonitrile